5-[(E)-2-ethoxyethenyl]-2-(methylsulfanyl)pyrimidine-4-carboxamide C(C)O/C=C/C=1C(=NC(=NC1)SC)C(=O)N